((1R,2R,4S)-2-methyl-4-phenyl-2-(pyridin-2-yl)bicyclo[2.1.1]hexan-1-yl)(naphthalen-2-yl)methanone C[C@@]1(C2(CC(C1)(C2)C2=CC=CC=C2)C(=O)C2=CC1=CC=CC=C1C=C2)C2=NC=CC=C2